CC(C)C=1C=NC=C(C1NC(=O)NS(=O)(=O)C1=C(N=C(S1)C(C)(C)O)CO[Si](C)(C)C(C)(C)C)C(C)C 1-[3,5-bis(propan-2-yl)pyridin-4-yl]-3-[(4-[[(tert-butyldimethylsilyl)oxy]methyl]-2-(2-hydroxypropan-2-yl)-1,3-thiazol-5-yl)sulfonyl]urea